1-(6-benzoyl-9-ethyl-9H-carbazol-3-yl)-2-chloro-2-methylpropan-1-one C(C1=CC=CC=C1)(=O)C=1C=C2C=3C=C(C=CC3N(C2=CC1)CC)C(C(C)(C)Cl)=O